4-((E)-2-((E)-2-chloro-3-(2-((E)-7-(dimethylamino)-2-phenyl-4H-chromen-4-ylidene)ethylidene)cyclohex-1-en-1-yl)vinyl)-7-(dimethylamino)-2-phenylchromenylium perchlorate Cl(=O)(=O)(=O)[O-].ClC/1=C(CCC\C1=C/C=C/1\C=C(OC2=CC(=CC=C12)N(C)C)C1=CC=CC=C1)/C=C/C1=CC(=[O+]C2=CC(=CC=C12)N(C)C)C1=CC=CC=C1